8-(4-fluoro-2-(trifluoromethyl)phenyl)-9-(4-((1-(3-fluoropropyl)azetidin-3-yl)methyl)phenyl)-7-methyl-6,7-dihydro-5H-benzo[7]annulene-3-carboxylic acid FC1=CC(=C(C=C1)C=1C(CCC2=C(C1C1=CC=C(C=C1)CC1CN(C1)CCCF)C=CC(=C2)C(=O)O)C)C(F)(F)F